FC1(CCC2=C1N=C(N=C2C2=CC=C(C=C2)C2(CC(C2)(F)F)N)N2[C@H](CC2)C)F 1-[4-[7,7-difluoro-2-[(2S)-2-methylazetidin-1-yl]-5,6-dihydrocyclopenta[d]pyrimidin-4-yl]phenyl]-3,3-difluoro-cyclobutanamine